ClC=1C=C2C(=CC1)NC(C21CCN(CC1)CCOC1=CC2=C(NC(=N2)C2CS(C2)(=O)=O)C(=C1)C(F)(F)F)=O 3-(5-{2-(5-chloro-2-oxospiro[indoline-3,4'-piperidin]-1'-yl)ethoxy}-7-(trifluoromethyl)-1H-1,3-benzimidazol-2-yl)-1λ6-1,1-thietanedione